[C@H]12CN(C[C@H](CC1)N2)C2=NC(=NC1=C(C(=C(C=C21)F)C2=CC(=CC1=CC=C(C(=C21)CC)F)O)F)OC[C@]21CCCN1C[C@@H](C2)F (M)-4-(4-((1R,5S)-3,8-diazabicyclo[3.2.1]octan-3-yl)-6,8-difluoro-2-(((2R,7aS)-2-fluorotetrahydro-1H-pyrrolizin-7a(5H)-yl)methoxy)quinazolin-7-yl)-5-ethyl-6-fluoronaphthalen-2-ol